NC=1C=C2C=CC=C(C2=CC1)C(=O)O 6-amino-1-naphthoic acid